2-chloro-5-isopropoxyisonicotinonitrile ClC=1C=C(C#N)C(=CN1)OC(C)C